C(=O)(O)C1=CC=C(C=C1)C=1C2=CC=C(N2)C(=C2C=CC(C(=C3C=CC(=C(C=4C=CC1N4)C4=CC=C(C=C4)C(=O)O)N3)C3=CC=C(C=C3)C(=O)O)=N2)C2=CC=C(C=C2)C(=O)O 5,10,15,20-tetra-(4-carboxyphenyl)porphyrin